C(C=C)C1=C(C=CC(=C1)F)N1CN(C(C2=CC(=CC=C12)C(F)(F)F)=O)C=1C(=NC(=CC1)OC)CC=C 1-(2-Allyl-4-fluorophenyl)-3-(2-allyl-6-methoxypyridin-3-yl)-6-(trifluoromethyl)-2,3-dihydroquinazolin-4(1H)-one